BrC1=C2C(=NC=C1)N(C=C2F)COCC[Si](C)(C)C 4-bromo-3-fluoro-1-((2-(trimethylsilyl)ethoxy)methyl)-1H-pyrrolo[2,3-b]pyridine